NC1=NC=CC=C1[C@@H](C)NCCO 2-[[(1R)-1-(2-amino-3-pyridyl)ethyl]amino]ethanol